7-methyl-3-(pyridin-4-yl)-1H-indole-2-carboxylic acid CC=1C=CC=C2C(=C(NC12)C(=O)O)C1=CC=NC=C1